C(C1=CC=CC=C1)OC1=C(N2C(C3=CC(=CC=C13)OC1=CC=CC=C1)=NC=N2)C(=O)NCC(=O)OCC ethyl 2-[(6-benzyloxy-9-phenoxy-[1,2,4]triazolo[5,1-a]isoquinoline-5-carbonyl)amino]acetate